(E)-3-[3-[(2,3-Dichlorophenoxy)methyl]-4-methoxyphenyl]-1-(2,4-dihydroxyphenyl)prop-2-en-1-one ClC1=C(OCC=2C=C(C=CC2OC)/C=C/C(=O)C2=C(C=C(C=C2)O)O)C=CC=C1Cl